N1=CNC=2C(NC=3C=CC=CC3C21)=O 3,5-dihydro-4H-imidazo[4,5-c]quinolin-4-one